5-[(1R,5S)-8-[(2R)-2,3-dihydroxypropyl]-3,8-diazabicyclo[3.2.1]octan-3-yl]-N-[(1R)-1-[3-methoxy-5-(1-methylpyrazol-4-yl)phenyl]ethyl]-2-methyl-benzamide O[C@H](CN1[C@H]2CN(C[C@@H]1CC2)C=2C=CC(=C(C(=O)N[C@H](C)C1=CC(=CC(=C1)C=1C=NN(C1)C)OC)C2)C)CO